tert-butyl (5-formyl-4-nitro-2-(trifluoromethyl)phenyl)carbamate C(=O)C=1C(=CC(=C(C1)NC(OC(C)(C)C)=O)C(F)(F)F)[N+](=O)[O-]